FC1(CCN(CC1)C1=NC(=CC(=N1)C(NNC(C1=C(C=C(C=C1)I)N1CCC2(CC2)CC1)=O)N)C)F N'-((2-(4,4-difluoropiperidin-1-yl)-6-methylpyrimidin-4-yl)(amino)methyl)-4-iodo-2-(6-azaspiro[2.5]octan-6-yl)benzohydrazide